1-[3-(2-hydroxyphenyl)-2-propenyl]piperidine OC1=C(C=CC=C1)C=CCN1CCCCC1